CC=1C=CC2=C(C(C3=NC4=CC(=C(C=C4N=C3C2=O)C(F)(F)F)N2CCN(CC2)C)=O)N1 2-Methyl-9-(4-methylpiperazin-1-yl)-8-(trifluoromethyl)pyrido[2,3-b]phenazin-5,12-dion